C(#N)C=1C=CC2=C(C[C@H]3CC[C@@H]2N3C(=O)NC3=CC(=C(C=C3)Cl)Cl)C1 (5S,8R)-2-cyano-N-(3,4-dichlorophenyl)-6,7,8,9-tetrahydro-5H-5,8-epiminobenzo-[7]annulene-10-carboxamide